[OH-].[NH4+].C(C)C1=CN=C(S1)NC(C(C)C1=CC(=CS1)C=1C=CC(=NC1)C(C(=O)N)=C)=O (5-(5-(1-((5-ethylthiazol-2-yl)amino)-1-oxopropan-2-yl)thiophen-3-yl)pyridin-2-yl)acrylamide ammonium hydroxide